Br[P+3]Br dibromo-phosphorus(V)